B([O-])(O)O.C(CC(=O)O)(=O)O.[Li+] lithium (malonate) borate salt